N-[(2E)-3-(3,4-dihydroxyphenyl)-1-oxo-2-propen-1-yl]-3-hydroxy-L-tyrosine OC=1C=C(C=CC1O)/C=C/C(=O)N[C@@H](CC1=CC(=C(C=C1)O)O)C(=O)O